C(C)(C)N(C1CCCCC1)[SiH2][SiH3] N-Isopropylcyclohexylaminodisilan